OC=1C=CC(=NC1)NC(C1=CC=C(C=C1)C)=O N-(5-hydroxy-pyridin-2-yl)-4-methylbenzamide